tert-butyl (Z)-3-(1-cyano-2-ethoxy-2-oxoethylidene)pyrrolidine-1-carboxylate C(#N)/C(/C(=O)OCC)=C\1/CN(CC1)C(=O)OC(C)(C)C